C(C)[C@@H]1N(C[C@H](N(C1)C(CC)C1=C(C=C(C=C1)OC)F)CC)C=1C2=C(N(C(N1)=O)C)C=CC(=N2)C#N 4-((2S,5R)-2,5-diethyl-4-(1-(2-fluoro-4-methoxyphenyl)propyl)piperazin-1-yl)-1-methyl-2-oxo-1,2-dihydropyrido[3,2-d]pyrimidine-6-carbonitrile